N-(15-(3-(but-3-yn-1-yl)-3H-diazirin-3-yl)-12-oxo-3,6,9-trioxa-13-azapentadecyl)-4-sulfamoylbenzamide C(CC#C)C1(N=N1)CCNC(CCOCCOCCOCCNC(C1=CC=C(C=C1)S(N)(=O)=O)=O)=O